CN\\1C2=CC=CC=C2S/C1=C/C3=CC=[N+](C=C3)CCC[N+](C)(C)CCC[N+](C)(C)CCC[N+]4=CC=C(C=C4)/C=C\\5/N(C6=CC=CC=C6S5)C.[I-].[I-].[I-].[I-] The molecule is an organic iodide salt and a cyanine dye. It has a role as a fluorochrome. It contains a BoBo-1(4+).